C(C)(C)(C)OC(=O)N1CCC(CC1)CN(C(C)=O)C1=C(SC=C1C)C(=O)OC 4-((N-(2-(methoxycarbonyl)-4-methylthiophen-3-yl)acetamido)methyl)piperidine-1-carboxylic acid tert-butyl ester